ethyl 2-(4-bromo-2-((7-(2-((1,1-dimethylethylsulfinamido)methyl)-3-fluoropyridin-4-yl)-3-(trifluoromethyl)benzofuran-5-yl)methoxy)phenyl)acetate BrC1=CC(=C(C=C1)CC(=O)OCC)OCC=1C=C(C2=C(C(=CO2)C(F)(F)F)C1)C1=C(C(=NC=C1)CNS(=O)C(C)(C)C)F